C1(CC1)C([C@@H](C(=O)NC=1C=NC(=CC1)C=1C(=NNC1C)C)NC(=O)C1=CC=NN1C(C=C)C=C)C1CC1 (S)-N-(1,1-dicyclopropyl-3-((6-(3,5-dimethyl-1H-pyrazol-4-yl)pyridin-3-yl)amino)-3-oxopropan-2-yl)-1-(penta-1,4-dien-3-yl)-1H-pyrazole-5-carboxamide